(R)-7-chloro-1-methyl-N-(1-methylpiperidin-3-yl)-1H-pyrazolo[3,4-d]Pyridazin-4-amine ClC=1N=NC(=C2C1N(N=C2)C)N[C@H]2CN(CCC2)C